Benzyl ((2R,3S)-3-cyclopropyl-4-oxooxetane-2-carbonyl)-L-valyl-L-valinate C1(CC1)[C@H]1[C@@H](OC1=O)C(=O)N[C@@H](C(C)C)C(=O)N[C@@H](C(C)C)C(=O)OCC1=CC=CC=C1